6,7-DICHLORO-3-FORMYLCHROMONE ClC=1C=C2C(C(=COC2=CC1Cl)C=O)=O